NC1=C(C(NC2=C(C=CC=C12)C1=NC(=NC=C1F)OC)=O)C(=O)NCCC 4-Amino-8-(5-fluoro-2-methoxy-pyrimidin-4-yl)-2-oxo-N-propyl-1H-quinoline-3-carboxamide